2-((3-chloro-4-(4-hydroxy-3-isopropylbenzyl)-5-methylphenyl)thio)acetic acid ClC=1C=C(C=C(C1CC1=CC(=C(C=C1)O)C(C)C)C)SCC(=O)O